C(=CC1=CC=CC=C1)C1OCCO1 2-(styryl)-1,3-dioxolane